FC=1C=C(C=C(C1)OCC(C)C)C1=CC=C(C(=N1)N1CCC(CC1)C1=CC=CC=C1)C(=O)NS(=O)(=O)C1=CC=NN1 6-(3-Fluoro-5-isobutoxyphenyl)-2-(4-phenyl-1-piperidyl)-N-(1H-pyrazol-5-ylsulfonyl)pyridin-3-carboxamid